N4-(p-methoxyphenyl)pyrimidine-2,4-diamine COC1=CC=C(C=C1)NC1=NC(=NC=C1)N